C1(=CC=CC=C1)C(CSC1=NN=C(N1)C1=CC=C(C=C1)C)=O 1-phenyl-2-((5-(p-tolyl)-4H-1,2,4-triazol-3-yl)thio)ethan-1-one